[K].C(C)(C)(C)O tert-butyl alcohol potassium salt